CN1C(C(=C)CC1=O)=O N-methyl-itaconimide